C(C)(C)(C)C=1C=C(C=C(C1O)C)CCCOP1OC2=C(C3=C(O1)C(=CC(=C3)C(C)(C)C)C(C)(C)C)C=C(C=C2C(C)(C)C)C(C)(C)C 6-[3-(3-t-butyl-4-hydroxy-5-methylphenyl)propoxy]-2,4,8,10-tetrakis-t-butyldibenzo[d,f][1,3,2]Dioxaphosphepine